FC(C1=CC=C(CN2[C@H](CC3(CC3)CC2)C(=O)NC2(CC2)C2=CC=C(C(=O)O)C=C2)C=C1)(F)F (R)-4-(1-(6-(4-(trifluoromethyl)benzyl)-6-azaspiro[2.5]octane-5-carboxamido)cyclopropyl)benzoic acid